C(C1CO1)OCC1=C(C=C)C=CC(=C1COCC1CO1)COCC1CO1 2,3,4-tris(glycidoxymethyl)styrene